1-Ethyl 2-(3-carbamoyl-4-nitro-pyrazol-1-yl)acetate C(N)(=O)C1=NN(C=C1[N+](=O)[O-])CC(=O)OCC